C(C(=O)O)(=O)O.O=C1CC2(C1)CNC2.O=C2CC1(C2)CNC1 2-oxo-6-azaspiro[3.3]heptane hemioxalate